3-((2S,3S)-3-(fluoromethyl)-2-methylazetidine-1-carbonyl)-2-(3-methylpyrazin-2-yl)-5-(4-(2,2,2-trifluoro-1-phenylethoxy)phenyl)pyrazolo[1,5-a]pyrimidin-7(4H)-one FC[C@@H]1[C@@H](N(C1)C(=O)C=1C(=NN2C1NC(=CC2=O)C2=CC=C(C=C2)OC(C(F)(F)F)C2=CC=CC=C2)C2=NC=CN=C2C)C